C(C1=CC=CC=C1)OC1=CC(=C(C=C1)NC=1C=CC(=C(C1)NC(CCC1CCCCC1)=O)F)F N-(5-{[4-(benzyloxy)-2-fluorophenyl]amino}-2-fluorophenyl)-3-cyclohexylpropanamide